C(OCCl)Cl dichlorodimethyl Ether